C(C)C=1NC(=NN1)C=1C=CC(=C(C1)NC(=O)C=1C=NN2C1C=CC=C2)C N-[5-(5-Ethyl-4H-1,2,4-triazol-3-yl)-2-methylphenyl]pyrazolo[1,5-a]pyridine-3-carboxamide